ClC1=C(C=CC(=C1)OC)CN (2-chloro-4-methoxy-phenyl)methanamine